trimethyltris(trifluoropropyl)cyclotrisiloxane C[Si]1(O[Si](O[Si](O1)(CCC(F)(F)F)C)(CCC(F)(F)F)C)CCC(F)(F)F